P(=O)(O)(O)O.O1C(NCC1)=O oxazolidinone phosphate